ClC1=CC=C2C(=CC(NC2=C1)=O)S(=O)(=O)Cl 7-chloro-2-oxo-1H-quinoline-4-sulfonyl chloride